N1C=C(C2=CC=CC=C12)SC#N 1H-indol-3-yl-thiocyanate